OC1=C(C=CC(=C1)OCC(COCCCCCCCCCCCC)O)C1=NC(=NC(=N1)C1=C(C=C(C=C1)C)C)C1=C(C=C(C=C1)C)C 2-[2-hydroxy-4-(2-hydroxy-3-dodecyloxy-propoxy)phenyl]-4,6-bis(2,4-dimethylphenyl)-1,3,5-triazine